bis(8-oxo-8-(pentadecan-7-yloxy)octyl) 2-(((2-(piperidin-1-yl)ethoxy)carbonyl)oxy)pentanedioate N1(CCCCC1)CCOC(=O)OC(C(=O)OCCCCCCCC(OC(CCCCCC)CCCCCCCC)=O)CCC(=O)OCCCCCCCC(OC(CCCCCC)CCCCCCCC)=O